C(CC)[C@@H]1CC(OC1)=O |r| (R) and (S)-4-propyl-dihydrofuran-2(3H)-one